C1NCC12CC(C2)CNC(OC(C)(C)C)=O tert-butyl ((2-azaspiro[3.3]heptan-6-yl)methyl)carbamate